ethyl 2,4-dioxo-4-(4-pyridyl)butanoate O=C(C(=O)OCC)CC(C1=CC=NC=C1)=O